2-(imidazol-1-yl)-N-[(trans)-4-(methylcarbamoyl)cyclohexyl]-5H,6H,7H-cyclopenta[d]pyrimidine-4-carboxamide N1(C=NC=C1)C=1N=C(C2=C(N1)CCC2)C(=O)N[C@@H]2CC[C@H](CC2)C(NC)=O